C(C([2H])([2H])[2H])(C([2H])([2H])C=1C(=NC=CC1)C1=NC2=C(C=C1C([2H])([2H])[2H])OC1=C2C=CC=C1)([2H])[2H] (isopropyl-d7)[(methyl-d3)benzofuropyridinyl]pyridine